OC1=CC2=CC=C(C=C2C=C1O)S(=O)(=O)O 2,3-dihydroxynaphthalene-6-sulfonic acid